ClC=1C=C(C=CC1)C(C(C1=CC=CC=C1)OC(NC(C(=O)NC(CC1C(NCC1)=O)C(C(=O)N)=O)CC1CCCCC1)=O)(C)C (1-((4-amino-3,4-dioxo-1-(2-oxopyrrolidin-3-yl)butan-2-yl)amino)-3-cyclohexyl-1-oxopropan-2-yl)carbamic acid 2-(3-chlorophenyl)-2-methyl-1-phenylpropyl ester